FC(C1=CC=C(OC2=C(C#N)C=CC=C2)C=C1)(F)F 2-(4-(trifluoromethyl)phenoxy)benzonitrile